NC1=NC=CC(=C1F)CC=1C(=C(C(=C(C(=O)N)C1)NC1=C(C=C(C=C1)I)F)F)F 5-[(2-Amino-3-fluoropyridine-4-yl)methyl]-3,4-difluoro-2-(2-fluoro-4-iodoanilino)benzamide